C(#N)C=1C=C(C=CC1F)NC(=O)C=1N(C=C2C1OC[C@@H](NS2(=O)=O)C=C)C (S)-N-(3-cyano-4-fluorophenyl)-7-methyl-3-vinyl-3,4-dihydro-2H,7H-pyrrolo[3,4-b][1,4,5]oxathiazepine-6-carboxamide 1,1-dioxide